N(C1=CC=CC=C1)[Al]NC1=NC=CC=C1 anilinopyridylamino-aluminum